OC(=O)C(F)(F)F.ClC=1C=CC(=C(C1)C1=CC(=NC=C1C(=O)O)C)C(=O)OC 4-(5-chloro-2-(methoxycarbonyl)phenyl)-6-methylnicotinic acid TFA salt